3-((S)-1-benzamido-3-methylbutyl)-N-((R)-3-methyl-1-((3aS,4S,6S,7aR)-3a,5,5-trimethylhexahydro-4,6-methanobenzo[d][1,3,2]dioxaborol-2-yl)butyl)-4,5-dihydroisoxazol-5-carboxamide C(C1=CC=CC=C1)(=O)N[C@@H](CC(C)C)C1=NOC(C1)C(=O)N[C@@H](CC(C)C)B1O[C@@]2([C@H](O1)C[C@H]1C([C@@H]2C1)(C)C)C